(S)-4-(((R)-1-(3-(1,1-difluoro-2-hydroxy-2-methylpropyl)-2-fluorophenyl)ethyl)amino)-8-(methoxymethyl)-2,6,8-trimethyl-6,8-dihydro-7H-pyrrolo[2,3-g]quinazolin-7-one FC(C(C)(C)O)(F)C=1C(=C(C=CC1)[C@@H](C)NC1=NC(=NC2=CC3=C(C=C12)N(C([C@]3(C)COC)=O)C)C)F